3-(2-hydroxy-4-methoxy-benzylidene)-pentane-2,4-dione OC1=C(C=C(C(C)=O)C(C)=O)C=CC(=C1)OC